Cl.N1(CCC2=CC=CC=C12)C1=CC=C2C(=CCOC2=C1)CN [7-(2,3-dihydro-1H-indol-1-yl)-2H-chromen-4-yl]methylamine, hydrochloride